((R)-((3-(((tert-butyldimethylsilyl)oxy)methyl)-4-oxochroman-7-yl)oxy)(pyridin-4-yl)methyl)benzamide [Si](C)(C)(C(C)(C)C)OCC1COC2=CC(=CC=C2C1=O)O[C@H](C1=CC=NC=C1)C1=C(C(=O)N)C=CC=C1